ClC1=NC=C(C=C1NS(=O)(=O)C)C=1C=C2C(=NC=NC2=CC1)NC1=C(C(=CC=C1)Cl)F N-[2-chloro-5-[4-(3-chloro-2-fluoro-anilino)quinazolin-6-yl]-3-pyridyl]methanesulfonamide